CC=1N=C2N(C=CC(=C2)C2=C(C=CC(=N2)C#N)C=2C=NN(C2)CCC(F)(F)F)C1 6-(2-methylimidazo[1,2-a]pyridin-7-yl)-5-[1-(3,3,3-trifluoropropyl)-1H-pyrazol-4-yl]pyridine-2-carbonitrile